FC1(CC(C1)C(=O)N1[C@@H](CN(CC1)C=1N=C(C(=NC1)C#N)C=1C=NN(C1)C)C)F 5-{(3R)-4-[(3,3-difluorocyclobutyl)carbonyl]-3-methylpiperazin-1-yl}-3-(1-methyl-1H-pyrazol-4-yl)pyrazine-2-carbonitrile